C(C)O[Si](OCC)(OCC)CCCCCCS(=O)(=O)N=[N+]=[N-] (triethoxysilyl)hexyl-sulfonyl azide